C(C)NC1=NC(=CC(=C1)C1=C(C=C(C#N)C=C1)C1=NN=CN1C)N1C(C2=CC(=CC(=C2C1)C(F)(F)F)CN[C@H]1[C@H](CCC1)O)=O 4-[2-(ethylamino)-6-[6-({[(1R,2S)-2-hydroxycyclopentyl]amino}methyl)-1-oxo-4-(trifluoromethyl)-3H-isoindol-2-yl]pyridin-4-yl]-3-(4-methyl-1,2,4-triazol-3-yl)benzonitrile